1-(2,4-dimethoxyphenyl)-2-methyl-5,8,11,14-tetraoxa-2-azahexadecan-16-al COC1=C(C=CC(=C1)OC)CN(CCOCCOCCOCCOCC=O)C